O=C1N(CCC(N1)=O)C1=CC=C(C=C1)C1(C(C(=O)[O-])(C=CC(C1(F)F)F)F)F 4-(2,4-Dioxotetrahydropyrimidin-1(2H)-yl)pentafluorophenylbenzoate